(S)-N-(1-(5-(7-Fluoro-1-methyl-2-oxo-1,2-dihydrochinolin-6-yl)oxazol-2-yl)-7-oxononyl)-8-methyl-1-oxa-2,8-diazaspiro[4.5]dec-2-en-3-carboxamid FC1=C(C=C2C=CC(N(C2=C1)C)=O)C1=CN=C(O1)[C@H](CCCCCC(CC)=O)NC(=O)C1=NOC2(C1)CCN(CC2)C